5-((1-(4-amino-2,6-difluorophenyl)-4-hydroxypiperidin-4-yl)methoxy)-8-fluoro-3,4-dihydroquinolin-2(1H)-one NC1=CC(=C(C(=C1)F)N1CCC(CC1)(O)COC1=C2CCC(NC2=C(C=C1)F)=O)F